C(C)[C@@H]1CN2CC[C@]3(C([C@@H]2C[C@@H]1/C(/C(=O)OC)=C\OC)=NC1=CC=CC(=C13)OC)OC Methyl (E)-2-((2S,3S,7aS,12bS)-3-ethyl-7a,8-dimethoxy-1,2,3,4,6,7,7a,12b-octahydroindolo[2,3-a]quinolizin-2-yl)-3-methoxyacrylate